2,3-dihydro-pyrrolo[3,2-b]pyridine-2-carboxamide N1C(CC2=NC=CC=C21)C(=O)N